ClC1=CC(=C(N=N1)/N=C/N(C)C)C (E)-N'-(6-chloro-4-methylpyridazin-3-yl)-N,N-dimethylformamidine